C(C=C)(=O)N1[C@H]([C@@H](N(CC1)S(=O)(=O)C)C1=CC(=NC(=C1)Cl)C1=CC(=NC=N1)C(=O)NC)C trans-6-(4-(4-acryloyl-3-methyl-1-(methylsulfonyl)piperazin-2-yl)-6-chloropyridin-2-yl)-N-methylpyrimidine-4-carboxamide